O1CC(C1)CC(C1CCC(CC1)C(OC)CC1COC1)OC 1,4-bis[(3-oxetanylmethyl)methoxymethyl]cyclohexane